ClC1=CC=C(C=C1)N1N=C(C=C1)C12CC(C1)(C2)N 3-[1-(4-chlorophenyl)pyrazol-3-yl]Bicyclo[1.1.1]Pentane-1-amine